1-[2-[4-(6-methoxy-2-phenyl-3,4-dihydronaphthalen-1-yl)phenoxy]ethyl]pyrrolidine hydrochloride Cl.COC=1C=C2CCC(=C(C2=CC1)C1=CC=C(OCCN2CCCC2)C=C1)C1=CC=CC=C1